4-bromo-2-(difluoromethyl)-6-fluoroaniline BrC1=CC(=C(N)C(=C1)F)C(F)F